O1C(=NC2=C1C=CC=C2)C(=O)O benzo[d]oxazole-2-carboxylic acid